N1C=NC(=C1)CNC1=C(C=CC=C1)C1=CN=CO1 N-((1H-imidazol-4-yl)methyl)-2-(oxazol-5-yl)aniline